FC1=C(C=C2C=C(NC2=C1)C1=CC(=NC=C1)C)C=1C=NC=C(C1)OC 6-fluoro-5-(5-methoxypyridin-3-yl)-2-(2-methylpyridin-4-yl)-1H-indole